ClC=1C=CC2=C(C1)OCC=1N=C(SC12)N(C1CC2CCC(C1)N2C(=O)OC(C)(C)C)C tert-butyl 3-((7-chloro-4H-chromeno[3,4-d]thiazol-2-yl) (methyl) amino)-8-azabicyclo[3.2.1]octane-8-carboxylate